E-4-(piperidin-1-yl)but-2-en-amide N1(CCCCC1)C/C=C/C(=O)N